2-(benzyloxy)-1-(1-benzylpyrrolidin-3-yl)ethan-1-ol C(C1=CC=CC=C1)OCC(O)C1CN(CC1)CC1=CC=CC=C1